2,2'-Azobis[2-methyl-N-(2-hydroxy-ethyl)propionamide] N(=NC(C(=O)NCCO)(C)C)C(C(=O)NCCO)(C)C